ClC1=NC=NC(=C1C#N)NC1=CC2=C(N(C(N2CCC(C)(C)O)=O)C)C=C1 4-chloro-6-[[3-(3-hydroxy-3-methyl-butyl)-1-methyl-2-oxo-benzoimidazol-5-yl]amino]pyrimidine-5-carbonitrile